butyl 4-bromopyridin-2-ylcarbamate BrC1=CC(=NC=C1)NC(OCCCC)=O